C(C)OC(CCC=1C=NC(=CC1)OC)=O 3-(6-methoxypyridin-3-yl)propionic acid ethyl ester